C=1C=NN2C1C=1N(C=3C=CC=CC3C1C#N)CCCC2 5,6,7,8-tetrahydropyrazolo[5',1':3,4][1,4]diazocino[1,2-a]indole-14-carbonitrile